NC1=C(C=2C(=NC=C(C2N1C1=C(C(=CC=C1C)OC)C)F)C)C(=O)N 2-amino-7-fluoro-1-(3-methoxy-2,6-dimethyl-phenyl)-4-methyl-pyrrolo[3,2-c]pyridine-3-carboxamide